COC=1C=CC(=NC1)C1=CN=CS1 5-(5-methoxypyridin-2-yl)thiazole